FC(C1=CC=C(C=C1)S(=O)(=O)OCCC1=NN2C(=NC=3C(=CC=CC3C2=N1)OC)NCC1=C(C=C(C=C1)OC)OC)(F)F 2-(5-((2,4-dimethoxybenzyl)amino)-7-methoxy-[1,2,4]triazolo[1,5-c]quinazolin-2-yl)ethyl 4-(trifluoromethyl)benzenesulfonate